C(C)OC(=O)C=1C=C(NC1)C1=CC=C(C=C1)OC (4-methoxyphenyl)Azole-4-carboxylic acid ethyl ester